[1,2,3]thiadiazolo[5,4-b]pyridine N1=NSC2=NC=CC=C21